O[Si](O)(O)[O-] The molecule is a monovalent inorganic anion that consists of silicic acid in which one of the four OH groups has been deprotonated. It is a silicate ion and a monovalent inorganic anion. It is a conjugate base of a silicic acid. It is a conjugate acid of a dihydrogensilicate(2-).